(6-(methyl-d3)-3-(pyrimidin-2-yl)pyridin-2-yl)methanone C(C1=CC=C(C(=N1)C=O)C1=NC=CC=N1)([2H])([2H])[2H]